2-[(2S,5R)-2,5-dimethylpiperazin-1-yl]-5-fluoro-1,3-benzothiazole C[C@@H]1N(C[C@H](NC1)C)C=1SC2=C(N1)C=C(C=C2)F